ClC1=NN(C(C=2N1C=C(C2)C(C)C)=O)CC(=O)OCC ethyl 2-(4-chloro-7-isopropyl-1-oxo-pyrrolo[1,2-d][1,2,4]triazin-2-yl)acetate